N-((1H-pyrrolo[3,2-c]pyridine-2-yl)methyl)-2-(5-(3-(cyclohexylmethyl)ureido)-6-oxo-2-phenylpyrimidin-1(6H)-yl)acetamide N1C(=CC=2C=NC=CC21)CNC(CN2C(=NC=C(C2=O)NC(=O)NCC2CCCCC2)C2=CC=CC=C2)=O